FC=1C(=C2C(=CC(=CC2=CC1)NC(OC(C)(C)C)=O)O)C#C[Si](C(C)C)(C(C)C)C(C)C t-butyl (6-fluoro-4-hydroxyl-5-((triisopropylsilyl)ethynyl)naphthalen-2-yl)carbamate